[7-Chloro-2-(2,6-difluoro-phenyl)-imidazo[2,1-f][1,2,4]triazin-4-yl]-(1-methyl-piperidin-2-ylmethyl)-amine ClC1=CN=C2C(=NC(=NN21)C2=C(C=CC=C2F)F)NCC2N(CCCC2)C